3-(sec-butyl)-4-(3-hydroxypyrrolidine-1-carbonyl)-1,3,4,5-tetrahydro-2H-benzo[1,4]diazepin-2-one C(C)(CC)C1C(NC2=C(CN1C(=O)N1CC(CC1)O)C=CC=C2)=O